C(C)(C)(C)C1=CC(=C(C=C1)C1=C(C=C(C=C1)C(=O)OC)[Si](C)(C)C)[Si](C)(C)C methyl 4'-tert-butyl-2,2'-bis(trimethylsilyl)-[1,1'-biphenyl]-4-carboxylate